6-((4-cyclohexylbenzyl)amino)isoquinolin-1(2H)-one C1(CCCCC1)C1=CC=C(CNC=2C=C3C=CNC(C3=CC2)=O)C=C1